N-[5-(7-fluoro-5-methoxy-1H-benzimidazol-2-yl)-1-methyl-pyrazol-3-yl]-6-[2-(hydroxymethyl)morpholin-4-yl]pyridine-3-carboxamide FC1=CC(=CC2=C1NC(=N2)C2=CC(=NN2C)NC(=O)C=2C=NC(=CC2)N2CC(OCC2)CO)OC